BrC1=NN(N=C1)C(F)F 4-bromo-2-(difluoromethyl)triazole